C(C)OC(CN(CC(NCCNC1=CC=NC2=CC(=CC=C12)Cl)=O)CC(C)N(COCC)COCC)=O ([2-(Bis-ethoxymethyl-amino)-propyl]-{[2-(7-chloro-quinolin-4-ylamino)-ethylcarbamoyl]-methyl}-amino)-acetic acid ethyl ester